C(#N)C=1C=C(C=CC1)C=1N=C(SC1C1=CC(=NC(=C1)C)C)NC(=O)N1CCC2(CC(NC2)=O)CC1 N-[4-(3-Cyanophenyl)-5-(2,6-dimethyl-4-pyridyl)thiazol-2-yl]-3-oxo-2,8-diazaspiro[4.5]decane-8-carboxamide